ClC=1C=NC(=NC1)C1=CC=C(C=C1)B1OC(C(O1)(C)C)(C)C 5-chloro-2-[4-(4,4,5,5-tetramethyl-1,3,2-dioxaborolan-2-yl)phenyl]pyrimidine